ClC=1C=NN(C1C(=O)NC1=NC=C(C=C1F)C#CC1=CC=CC=C1)C1CCN(CC1)C(=O)C1CC1 4-chloro-1-(1-(cyclopropanecarbonyl)piperidin-4-yl)-N-(3-fluoro-5-(phenylethynyl)pyridin-2-yl)-1H-pyrazole-5-carboxamide